OCC=1C(N(C2=CC=CC=C2C1)C)=O 3-(hydroxymethyl)-1-methylquinolin-2(1H)-one